sodium (S)-((2,4-diisopropyl-6-methoxypyridin-3-yl)carbamoyl)((6-methoxy-6,7-dihydro-5H-pyrazolo[5,1-b][1,3]oxazin-3-yl)sulfonyl)amide C(C)(C)C1=NC(=CC(=C1NC(=O)[N-]S(=O)(=O)C=1C=NN2C1OC[C@H](C2)OC)C(C)C)OC.[Na+]